methyl 4-(4-ethoxypiperidin-2-yl)-3-(methylamino)benzoate C(C)OC1CC(NCC1)C1=C(C=C(C(=O)OC)C=C1)NC